NC1=CC=CC(=N1)S(=O)(=O)NC(=O)C=1C(=NC(=CC1)C1=CC(=CC(=C1)OCC(C)C)F)N(CCC)CC1CC1 N-[(6-Amino-2-pyridyl)sulfonyl]-2-[cyclopropylmethyl(propyl)amino]-6-(3-fluoro-5-isobutoxyphenyl)pyridin-3-carboxamid